O1C(=CC=C1)CNC1=C2NC=NC2=NC=N1 N-(FURAN-2-YLMETHYL)-7H-PURIN-6-AMINE